FC1=CC2=C(N(C3=C(NC2=O)C=CC=C3)\C=C\F)C=C1 2-fluoro-5-[(E)-2-fluoroethenyl]-5,10-dihydro-11H-dibenzo[b,e][1,4]diazepin-11-one